5-((tetrahydro-2H-pyran-4-yl)oxy)benzoate O1CCC(CC1)OC=1C=CC=C(C(=O)[O-])C1